P(OCCCCCCCC(C)C)(OC1=CC=CC=C1)OC1=CC=CC=C1 Iso-decyl diphenyl phosphite